CON1N=CN=C1 N-methoxy-1H-1,2,4-triazole